FC1=CC(=C(C=C1)C(C(C)C)=O)C(F)(F)F 1-(4-Fluoro-2-(trifluoromethyl)phenyl)-2-methylpropan-1-one